O=C1NC(C2=CC=CC=C12)=O 1,3-dioxoisoindolin